O([C@H]1[C@H](O)[C@@H](O)[C@H](O)CO1)C1=CC=C(C=C1)[N+](=O)[O-] p-nitrophenyl β-Xylopyranoside